C1=C(C=CC2=CC=CC=C12)C=1C=C(C=C2C=3C=C(C(=CC3C3=C(C=CC=C3C12)OCCCCC)OCCCCC)OCCCCC)OCCCCC 8-(naphthalen-2-yl)-2,3,6,12-tetrakis(pentyloxy)triphenylene